3-(4-benzyloxycyclohexyl)-propanal C(C1=CC=CC=C1)OC1CCC(CC1)CCC=O